NC=1N=C(SC1C(=O)C1=CC=C(C(=O)NCCOC(C)(C)C)C=C1)N(C1=CC(=C(C=C1)Cl)F)[C@@H](C(=O)N)C |r| rac-4-[4-Amino-2-(N-(2-amino-1-methyl-2-oxoethyl)-4-chloro-3-fluoroanilino)thiazol-5-carbonyl]-N-(2-tert-butoxyethyl)benzamid